C1(CC1)C1=C(C(=NO1)C1=C(C=CC=C1)OC(F)(F)F)CO[C@H]1[C@@H]2CN([C@H](C1)CC2)C(=O)OC(C)(C)C tert-butyl (1S,4S,5R)-5-((5-cyclopropyl-3-(2-(trifluoromethoxy) phenyl) isoxazol-4-yl) methoxy)-2-azabicyclo[2.2.2]octane-2-carboxylate